4-(2-fluoro-6-(2H-1,2,3-triazol-2-yl)benzamido)-4-methylpiperidine-1-Carboxylic acid tert-butyl ester C(C)(C)(C)OC(=O)N1CCC(CC1)(C)NC(C1=C(C=CC=C1N1N=CC=N1)F)=O